1-benzyl 3,5-dimethyl rac-(3R,5R)-piperidine-1,3,5-tricarboxylate N1(C[C@@H](C[C@H](C1)C(=O)OC)C(=O)OC)C(=O)OCC1=CC=CC=C1 |r|